2-(4-methoxybutyrylamino)-9-(5,6,7,8-tetrahydro-1,8-naphthyridin-2-yl)nonanoic acid COCCCC(=O)NC(C(=O)O)CCCCCCCC1=NC=2NCCCC2C=C1